FCC(=O)N1C2=C(NC(C3=C1C=CC(=C3)F)(F)F)C=CC=C2 2-fluoro-1-(2,11,11-trifluoro-10,11-dihydro-5H-dibenzo[b,e][1,4]diazepin-5-yl)ethan-1-one